CN1C=CC=C1 N-methyl-1H-pyrrole